N-(3-amino-4-methoxyphenyl)acetamide CC(=O)NC1=CC(=C(C=C1)OC)N